FC1(CC(CC1)C(=O)O\N=C(\C1=CC=C(C=C1)C)/N)F [(Z)-[amino(p-tolyl)methylene] amino] 3,3-difluorocyclopentanecarboxylate